NC1=NC=CC=C1C1=NC=2C(=NC(=CC2)N2N=CC=C2)N1C=1C=C2CC[C@@H](C2=CC1)NC(C1=C(C(=C(C=C1)O)C=O)C#C)=O N-[(1S)-5-[2-(2-aminopyridin-3-yl)-5-(pyrazol-1-yl)imidazo[4,5-b]pyridin-3-yl]-2,3-dihydro-1H-inden-1-yl]-2-ethynyl-3-formyl-4-hydroxybenzamide